C(C)(C)(C)OC(=O)N1CC2CC(C(C1)N2C(C)(C)C2=CC=CC=C2)O 6-hydroxy-8-(2-phenylpropan-2-yl)-3,8-diazabicyclo[3.2.1]octane-3-carboxylic acid tert-butyl ester